C[C@H]1COCCN1C=1C=CC(=NC1)N (S)-5-(3-methylmorpholino)pyridin-2-amine